1-{[(2R,5R)-1-{2-[6-(1,1-Difluoro-3-methylbutyl)-3,3-dimethyl-1H,2H,3H-pyrrolo[3,2-b]pyridin-1-yl]-2-oxoethyl}-5-methylpiperazin-2-yl]methyl}pyrrolidin-2-one dihydrochloride Cl.Cl.FC(CC(C)C)(F)C=1C=C2C(=NC1)C(CN2C(CN2[C@H](CN[C@@H](C2)C)CN2C(CCC2)=O)=O)(C)C